C(C)C(C(C(=O)O)(C(C(=O)O)C#N)C)CC.C1N(CCC2=CC=CC=C12)CC(C)O 3-(3,4-dihydroisoquinolin-2(1h)-yl)propan-2-ol diethyl-3-cyano-2,2-dimethylsuccinate